C(#N)CC(=O)OCCOCCOCCOC methoxyethoxyethoxyethyl cyanoacetate